2-methyl-4-phenyl-1,3-dioxolaneBenzyl acetate C(C)(=O)OCC1=CC=CC=C1C1(OCC(O1)C1=CC=CC=C1)C